OC1=C(C(=CC=C1)OC)C(C=CC=1C=C2C=CN=CC2=CC1)=O 1-(2-hydroxy-6-methoxyphenyl)-3-(isoquinolin-6-yl)prop-2-en-1-one